1-(4-(3-((5-(trifluoromethyl)pyridin-2-yl)oxy)pyrazin-2-yl)piperazin-1-yl)prop-2-en-1-one FC(C=1C=CC(=NC1)OC=1C(=NC=CN1)N1CCN(CC1)C(C=C)=O)(F)F